O=S1(CCC(CC1)NC=1N=CC2=C(N1)C(=NC(=C2)C#N)NC(C)C)=O 2-((1,1-dioxidotetrahydro-2H-thiopyran-4-yl)amino)-8-(isopropylamino)pyrido[3,4-d]pyrimidine-6-carbonitrile